5-(5,5-difluoro-4-oxo-3-(trifluoromethyl)-4,5,6,7-tetrahydro-1H-indol-1-yl)-2-fluorobenzonitrile FC1(C(C=2C(=CN(C2CC1)C=1C=CC(=C(C#N)C1)F)C(F)(F)F)=O)F